CN(C1=CC=C(C=C1)C1=CC=C(S1)/C=C/C1=[N+](C=2C=CC3=C(C2C1(C)C)C=CC=C3)CCCCS(=O)(=O)[O-])C (E)-4-(2-(2-(5-(4-(dimethylamino)phenyl)thiophen-2-yl)vinyl)-1,1-dimethyl-1H-benzo[e]indol-3-ium-3-yl)butane-1-sulfonate